N-((1,2,3,5,6,7-Hexahydro-s-indacen-4-yl)carbamoyl)-1-(1-methylpyrrolidin-3-yl)methanesulfonamide, Potassium Salt [K].C1CCC2=C(C=3CCCC3C=C12)NC(=O)NS(=O)(=O)CC1CN(CC1)C